1-(naphthalen-1-yl)-1-butanone C1(=CC=CC2=CC=CC=C12)C(CCC)=O